racemic-1-((4R)-2-oxabicyclo[3.1.1]heptan-4-yl)-2-(4-(6-((4-chloro-2-fluorobenzyl)oxy)pyridin-2-yl)-2,5-difluorobenzyl)-1H-benzo[d]imidazole-6-carboxylic acid C12OC[C@@H](C(C1)C2)N2C(=NC1=C2C=C(C=C1)C(=O)O)CC1=C(C=C(C(=C1)F)C1=NC(=CC=C1)OCC1=C(C=C(C=C1)Cl)F)F |r|